6-(2-ethoxyvinyl)benzo[b]thiophene C(C)OC=CC=1C=CC2=C(SC=C2)C1